BrCN1C(C2=CC=CC=C2C1=O)=O 2-(bromomethyl)isoindoline-1,3-dione